N[C@@H](CC1=CNC2=CC=CC=C12)C(=O)O.N1CC(C1)C(=O)O azetidine-3-carboxylic acid tryptophan salt